OC1=CC=C(C=C1)C(CCC(C)C)C1=CC=C(C=C1)O 1,1-bis(4-hydroxyphenyl)-4-methylpentane